N1N=NC=2N=CN=CC21 triazolo(4,5-d)pyrimidine